(R)-2-((R)-3-((5-(4-(dimethylamino)-5,6,7,8-tetrahydro-1,8-naphthyridin-2-yl)pentyl)oxy)pyrrolidin-1-yl)-2-(3-fluoro-5-isopropyl-2-methoxyphenyl)acetic acid CN(C1=CC(=NC=2NCCCC12)CCCCCO[C@H]1CN(CC1)[C@@H](C(=O)O)C1=C(C(=CC(=C1)C(C)C)F)OC)C